((1,1,3,3,5,5-hexamethyltrisiloxane-1,5-diyl)bis(propane-3,1-diyl)bis(oxy))bis(N-methylethanamine) C[Si](O[Si](O[Si](C)(C)CCCOC(C)NC)(C)C)(C)CCCOC(C)NC